C(C)(C)(C)[S@@](=O)N[C@H]1C=2C(=NC=CC2)CC12CCN(CC2)C(=O)OC(C)(C)C tert-butyl (5R)-5-[[(R)-tert-butylsulfinyl]amino]spiro[5,7-dihydrocyclopenta[b]pyridine-6,4'-piperidine]-1'-carboxylate